chloro-4-formylpiperidine ClN1CCC(CC1)C=O